tert-Butyl 3-(4-((5-chloro-6-phenoxypyridin-3-yl)amino)pyrido[3,2-d]pyrimidin-6-yl)piperidine-1-carboxylate ClC=1C=C(C=NC1OC1=CC=CC=C1)NC=1C2=C(N=CN1)C=CC(=N2)C2CN(CCC2)C(=O)OC(C)(C)C